tert-butyl 5-bromospiro[indoline-3,4'-piperidine]-1'-carboxylate BrC=1C=C2C(=CC1)NCC21CCN(CC1)C(=O)OC(C)(C)C